((cyclopropylmethyl)imino)(methyl)((6-(5-(trifluoromethyl)-1,2,4-oxadiazol-3-yl)imidazo[1,2-a]pyridin-2-yl)methyl)-λ6-sulfanone C1(CC1)CN=S(=O)(CC=1N=C2N(C=C(C=C2)C2=NOC(=N2)C(F)(F)F)C1)C